2,2'-dichloroazoxybenzene ClC1=C(C=CC=C1)[N+]([O-])=NC1=C(C=CC=C1)Cl